N1=CN=C(C=C1)CN1CNC2=NC=C(C=C21)C2=CC(=CC=C2)C(F)(F)F 1-(pyrimidin-4-ylmethyl)-6-[3-(trifluoromethyl)phenyl]-3H-imidazo[4,5-b]Pyridine